Cl.Cl.N[C@H](C(=O)NC1=CC=C(C=C1)C1=C(C=NC=C1)OC)C(C1=CC=C(C=C1)F)C1=CC=C(C=C1)F (S)-2-amino-3,3-bis(4-fluorophenyl)-N-(4-(3-methoxypyridin-4-yl)phenyl)Propionamide dihydrochloride